C(C1=CC=CC=C1)OC(=O)NC[C@H]1N(CCCC1)C(=O)OC(C)(C)C tert-butyl (S)-2-((((benzyloxy)carbonyl)amino)methyl)piperidine-1-carboxylate